(1S,2R)-1-((2R,3R,4S)-3-acetylamino-4-azido-6-(methoxycarbonyl)-3,4-dihydro-2H-pyran-2-yl)propane C(C)(=O)N[C@H]1[C@H](OC(=C[C@@H]1N=[N+]=[N-])C(=O)OC)CCC